COC1=C(C=CC=C1)[C@]1(C[C@@H]2[C@H](N(OC2(C)C)C)[C@H](C1)C)C |r| rac-(3aR,5R,7S,7aR)-5-(2-methoxyphenyl)-1,3,3,5,7-pentamethyl-octahydrobenzo[c]isoxazole